N-(Cyclopropylmethyl)-7-(4-fluorophenyl)phthalazin-1-amin C1(CC1)CNC1=NN=CC2=CC=C(C=C12)C1=CC=C(C=C1)F